Cl.Cl.F[C@@H]1C[C@H](CN(C1)C)N (3R,5R)-5-fluoro-1-methylpiperidin-3-amine dihydrochloride